(E)-3-(Dimethylamino)-1-(7-(trifluoromethyl)imidazo[1,2-a]pyridin-3-yl)prop-2-en-1-one CN(/C=C/C(=O)C1=CN=C2N1C=CC(=C2)C(F)(F)F)C